N1N=CC(=C1)C1=CC=C(C=C1)N1C(N(C2(C1)CCOCC2)CC2=C(C=CC(=C2)F)C)=O 3-(4-(1H-pyrazol-4-yl)phenyl)-1-(5-fluoro-2-methylbenzyl)-8-oxa-1,3-diazaspiro[4.5]decan-2-one